CN(C1=NC=C(C(=N1)NC1=NNC2=CC(=CC=C12)[C@@H]1C[C@@]12C(NC1=CC=C(C=C21)OC)=O)C)C (1r,2s)-2-(3-{[2-(dimethylamino)-5-methylpyrimidin-4-yl]amino}-1H-indazol-6-yl)-5'-methoxyspiro[cyclopropan-1,3'-indol]-2'(1'H)-one